1-(4-((2-aminoethyl)amino)benzyl)-3-(4-(2-(4-bromophenyl)propan-2-yl)thiazol-2-yl)urea NCCNC1=CC=C(CNC(=O)NC=2SC=C(N2)C(C)(C)C2=CC=C(C=C2)Br)C=C1